[Li].NC(=O)N monourea lithium